7-oxobenzo[e]-perimidine-4-carboxylic acid O=C1C2=C(C=3N=CN=C4C(=CC=C1C43)C(=O)O)C=CC=C2